2-[[2-Methyl-2-(prop-2-enoylamino)propanoyl]amino]ethanesulfonic acid, sodium salt [Na+].CC(C(=O)NCCS(=O)(=O)[O-])(C)NC(C=C)=O